2-(4-(5-Amino-4-cyano-1-isopropyl-1H-pyrazol-3-yl)phenyl)-N-(3-(1,1-difluoroethyl)isoxazol-5-yl)acetamide NC1=C(C(=NN1C(C)C)C1=CC=C(C=C1)CC(=O)NC1=CC(=NO1)C(C)(F)F)C#N